9,9'-(5-(4,6-diphenyl-1,3,5-triazin-2-yl)-1,3-phenylene)bis(3-mesityl-9H-carbazole) C1(=CC=CC=C1)C1=NC(=NC(=N1)C1=CC=CC=C1)C=1C=C(C=C(C1)N1C2=CC=CC=C2C=2C=C(C=CC12)C1=C(C=C(C=C1C)C)C)N1C2=CC=CC=C2C=2C=C(C=CC12)C1=C(C=C(C=C1C)C)C